6-((1R,2R)-2-fluorocyclopropane-1-carboxamido)-4-((2-methoxy-3-(1-methyl-1H-1,2,4-triazol-3-yl)phenyl)amino)-N-(methyl-d3)Pyridazine-3-carboxamide F[C@H]1[C@H](C1)C(=O)NC1=CC(=C(N=N1)C(=O)NC([2H])([2H])[2H])NC1=C(C(=CC=C1)C1=NN(C=N1)C)OC